(S)-3-((S)-6-amino-2-(4-((4-methylpyridin-2-yl)amino)butanamido)hexanamido)-3-(4-(4-((14-azido-3,6,9,12-tetraoxatetradecyl)oxy)naphthalen-1-yl)phenyl)propanoic acid NCCCC[C@@H](C(=O)N[C@@H](CC(=O)O)C1=CC=C(C=C1)C1=CC=C(C2=CC=CC=C12)OCCOCCOCCOCCOCCN=[N+]=[N-])NC(CCCNC1=NC=CC(=C1)C)=O